2-ethyl-7-methyl-5H-pyrazolo[3,4-d]pyridazin-4-one C(C)N1N=C2C(=NNC(C2=C1)=O)C